2-iso-propylamino-2,4,4,6,6-pentamethylcyclotrisiloxane C(C)(C)N[Si]1(O[Si](O[Si](O1)(C)C)(C)C)C